FC1=C(C=CC=C1)C1(CCC1)C(=O)O 1-(2-fluorophenyl)cyclobutanecarboxylic acid